ClC1=CC=C(C(=N1)C(=O)OC)N(S(=O)(=O)C1=C(C=CC=C1)[N+](=O)[O-])C(C)C=1C=C(C=C2C(C=C(OC12)C1=CC2=CN(N=C2C=C1)C)=O)C methyl 6-chloro-3-[1-[6-methyl-2-(2-methylindazol-5-yl)-4-oxo-chromen-8-yl]ethyl-(2-nitrophenyl)sulfonyl-amino]pyridine-2-carboxylate